(2R,3S,5R)-5-(2-amino-6-thioxo-1,6-dihydro-9H-purin-9-yl)-2-((S)-hydroxymethyl-d)tetrahydrofuran-3-yl isobutyrate C(C(C)C)(=O)O[C@@H]1[C@H](O[C@H](C1)N1C=2N=C(NC(C2N=C1)=S)N)[C@H]([2H])O